C(C)(C)(C)OC(=O)N mono-tertiary butyl-oxycarbonylamine